N-[5-ethyl-4-[2-fluoro-5-(1-methyl-4-piperidyl)phenoxy]-6-(2-isobutylphenyl)pyrimidin-2-yl]-1-methyl-pyrazole-4-sulfonamide C(C)C=1C(=NC(=NC1C1=C(C=CC=C1)CC(C)C)NS(=O)(=O)C=1C=NN(C1)C)OC1=C(C=CC(=C1)C1CCN(CC1)C)F